C(C)C(C(C(C(=O)[O-])(CC)CC)(O)C(=O)[O-])C(=O)[O-] Triethyl-citrat